O=S1(CCN(CC1)C(=O)C1=C(C=C(C=C1)NC(=O)C1CC1)C1=NN(C=C1)C(C)C)=O N-[4-(1,1-dioxo-1,4-thiazinane-4-carbonyl)-3-(1-propan-2-ylpyrazol-3-yl)phenyl]cyclopropanecarboxamide